2-(4-(aminomethyl)-2-fluorophenyl)-N-(3-(piperidin-1-yl)propyl)benzo[d]imidazo[2,1-b]thiazole NCC1=CC(=C(C=C1)C=1N(C2SC3=C(N2C1)C=CC=C3)CCCN3CCCCC3)F